ClC=1C=C(OC2CCC(CC2)NC(=O)C=2N=NC(=CC2)N2CCC(CC2)N2CCN(CC2)CC2=C(C=CC=C2)NC2C(NC(CC2)=O)=O)C=CC1C#N N-((1r,4r)-4-(3-chloro-4-cyanophenoxy)cyclohexyl)-6-(4-(4-(2-((2,6-dioxopiperidin-3-yl)amino)benzyl)piperazin-1-yl)piperidin-1-yl)pyridazine-3-carboxamide